8-benzyl-2-(quinolin-3-ylmethyl)hexahydro-2H-pyrazino[1,2-a]pyrazine-6,9-dione C(C1=CC=CC=C1)N1C(C2N(CCN(C2)CC=2C=NC3=CC=CC=C3C2)C(C1)=O)=O